O[C@]1(CCCC=2C3=C(C(NC12)=O)SC(=C3)C=3C=NNC3)C (S)-6-hydroxy-6-methyl-2-(1H-pyrazol-4-yl)-6,7,8,9-tetrahydrothieno[2,3-c]quinolin-4(5H)-one